C(C)(C)(C)[Si](C)(C)OC=1C=C2C(=NN(C2=CC1)C1OCCCC1)C1=NC(=NC(=C1)N1CC(C1)OC)SC tert-butyl-[3-[6-(3-methoxyazetidin-1-yl)-2-methylsulfanyl-pyrimidin-4-yl]-1-tetrahydropyran-2-yl-indazol-5-yl]oxy-dimethyl-silane